OC(CP(O)(=O)O)P(O)(=O)O 1-hydroxyethanediphosphonic acid